ClC1=CC=CC(=N1)C1CCN(CC1)COC(=O)C=1C=CC2=C(N(C=N2)CC2OCC2)C1 ((4-(6-chloropyridin-2-yl) Piperidin-1-yl)methyl)-1-(oxetan-2-ylmethyl)-1H-benzo[d]imidazole-6-carboxylate